N4,6-dimethyl-N2-[5-(3-pyrrolidin-1-ylpropoxy)-2,3-dihydro-1,4-benzodioxin-7-yl]pyrimidine-2,4-diamine CNC1=NC(=NC(=C1)C)NC=1C=C(C2=C(OCCO2)C1)OCCCN1CCCC1